ClC1=C(C=C(C(=C1)F)N1N=NN(C1=O)CCCF)NS(=O)(=O)CC N-[2-chloro-4-fluoro-5-[4-(3-fluoropropyl)-4,5-dihydro-5-oxo-1H-tetrazole-1-yl]-phenyl]-ethanesulfonamide